(S)-tert-butyl (2-(4-(3-(2-(4-((2-(2-cyano-4,4-difluoropyrrolidin-1-yl)-2-oxoethyl)carbamoyl)quinolin-6-yl)-5-methoxyphenoxy)propyl)piperazin-1-yl)-2-oxoethyl)carbamate C(#N)[C@H]1N(CC(C1)(F)F)C(CNC(=O)C1=CC=NC2=CC=C(C=C12)C1=C(OCCCN2CCN(CC2)C(CNC(OC(C)(C)C)=O)=O)C=C(C=C1)OC)=O